6-(Cyclopropanecarboxamido)-N-methoxy-4-((2-(N-methylmethanesulfonamido)phenyl)amino)nicotinamide C1(CC1)C(=O)NC1=NC=C(C(=O)NOC)C(=C1)NC1=C(C=CC=C1)N(S(=O)(=O)C)C